CC1CC2(CN1)CC=1C(=CN=C(C1)N1CCN(CC1)C)O2 5'-methyl-5-(4-methylpiperazin-1-yl)-3H-spiro[furo[2,3-c]pyridin-2,3'-pyrrolidine]